NC=1C(=NC(=CN1)C1=C(C=CC(=C1)C(C(F)(F)F)(C(=O)N)O)C)C(=O)NC1C2CCC(C1)O2 3-amino-6-(5-(3-amino-1,1,1-trifluoro-2-hydroxy-3-oxopropan-2-yl)-2-methylphenyl)-N-(7-oxabicyclo[2.2.1]heptan-2-yl)pyrazine-2-carboxamide